bis(benzyloxy)-3-bromopyridine C(C1=CC=CC=C1)OC1=C(C(=NC=C1)OCC1=CC=CC=C1)Br